C(C)O/C=C/C=1C=C(N2C=CC=C(C12)C1=C(C(=C(C=C1OC)NCCOC)[N+](=O)[O-])F)C(=O)C1=CC(=C(C(=C1)F)F)F (E)-(1-(2-ethoxyvinyl)-8-(2-fluoro-6-methoxy-4-((2-methoxyethyl)amino)-3-nitrophenyl)indolizin-3-yl)(3,4,5-trifluorophenyl)methanone